N1(CCNCCC1)C=1N(C(C(=C(N1)C1=CC(=C(C#N)C=C1)F)C=1C=NC(=CC1)OC)=O)C 4-[2-[1,4]diazepan-1-yl-5-(6-methoxy-pyridin-3-yl)-1-methyl-6-oxo-1,6-dihydro-pyrimidin-4-yl]-2-fluoro-benzonitrile